(2R)-N-((R)-(3-chloro-4-fluorophenyl)(6-(difluoromethoxy)pyridin-2-yl)methyl)-2-methyl-3-oxopiperazine-1-carboxamide ClC=1C=C(C=CC1F)[C@@H](NC(=O)N1[C@@H](C(NCC1)=O)C)C1=NC(=CC=C1)OC(F)F